2-aminooctynoic acid CCCCC#CC(C(=O)O)N